N-(1-(cyclopropylsulfonyl)piperidin-4-yl)-8-(6-methoxy-2-azaspiro[3.3]heptan-2-yl)-6-methylpyrido[3,4-d]pyrimidin-2-amine C1(CC1)S(=O)(=O)N1CCC(CC1)NC=1N=CC2=C(N1)C(=NC(=C2)C)N2CC1(C2)CC(C1)OC